O[C@@H](C(=O)NC=1SC=2C(=CC3=C(N=CO3)C2)N1)C (R)-2-hydroxy-N-(thiazolo[4',5':4,5]benzo[1,2-d]oxazol-6-yl)propanamide